tert-butyl 2-(6-cyano-3-(3,5-difluoro-4-methoxyphenyl)-8-(6-formylpyridin-3-yl)-4-oxo-3,4-dihydroquinazolin-2-yl)pyrrolidine-1-carboxylate C(#N)C=1C=C2C(N(C(=NC2=C(C1)C=1C=NC(=CC1)C=O)C1N(CCC1)C(=O)OC(C)(C)C)C1=CC(=C(C(=C1)F)OC)F)=O